ClC1=CC=C2C(=N1)N(C(=N2)C)CC2CN(C2)C(=O)OCCCC Butyl 3-((5-chloro-2-methyl-3H-imidazo[4,5-b]pyridin-3-yl)methyl)azetidine-1-carboxylate